N[Si](OCCC)(OCCC)OCCC aminotri-n-propoxysilane